2-(benzyl-(butyl)amino)-1-(3,4-difluorophenyl)ethan-1-ol C(C1=CC=CC=C1)N(CC(O)C1=CC(=C(C=C1)F)F)CCCC